ClC=1C(=NNC1)NC(=O)NC1=CC=C(C=C1)[C@@H](C)N1C(=NC=C1)C |o1:16| rel-(R)-1-(4-chloro-1H-pyrazol-3-yl)-3-(4-(1-(2-methyl-1H-imidazol-1-yl)ethyl)phenyl)urea